dioxygen dihydroxyammonium O[NH2+]O.[O+2].[O+2]